6-(3-hydroxypyrrolidin-1-yl)nicotinamide OC1CN(CC1)C1=NC=C(C(=O)N)C=C1